N-(5-carbamoyl-2-methylthiophene-3-yl)-2-(4,4-difluoroazepan-1-yl)-7-fluoroquinoline-3-carboxamide C(N)(=O)C1=CC(=C(S1)C)NC(=O)C=1C(=NC2=CC(=CC=C2C1)F)N1CCC(CCC1)(F)F